3-(4-amino-6-((1-(3-(difluoromethyl)-2-fluorophenyl)ethyl)amino)-2-methylpyrimidin-5-yl)acrylic acid methyl ester COC(C=CC=1C(=NC(=NC1NC(C)C1=C(C(=CC=C1)C(F)F)F)C)N)=O